benzyl-indole C(C1=CC=CC=C1)C=1NC2=CC=CC=C2C1